3-(4-(tert-butyl)phenyl)-2-methylpropan-1-ol C(C)(C)(C)C1=CC=C(C=C1)CC(CO)C